S1C(=NC2=C1C=CC=C2)C(CC2=CC(=CC=C2)C#N)NS(=O)(=O)C=2C=C(C=CC2)NC(C)=O N-[3-[[1-(1,3-benzothiazol-2-yl)-2-(3-cyanophenyl)ethyl]sulfamoyl]phenyl]acetamide